5-Benzoylamino-3'-methoxy-[1,1'-biphenyl]-3-carboxylic acid C(C1=CC=CC=C1)(=O)NC=1C=C(C=C(C1)C1=CC(=CC=C1)OC)C(=O)O